(+)-1-((cyclopropylmethoxy)(phenyl)methyl)-3-nitrobenzene C1(CC1)COC(C1=CC(=CC=C1)[N+](=O)[O-])C1=CC=CC=C1